6-(2-((R)-1-(4-chlorobenzyl)-3-((R or S)-4,4-dimethyloxetan-2-yl)pyrrolidin-3-yl)ethyl)nicotinonitrile ClC1=CC=C(CN2C[C@@](CC2)([C@@H]2OC(C2)(C)C)CCC2=NC=C(C#N)C=C2)C=C1 |o1:11|